(1s,3s)-3-(cyanomethyl)-3-(5-(6-(1-methyl-1H-pyrazol-4-yl)pyrazolo[1,5-a]pyrazin-4-yl)-7H-pyrrolo[2,3-d]pyrimidin-7-yl)cyclobutane-1-carbonitrile C(#N)CC1(CC(C1)C#N)N1C=C(C2=C1N=CN=C2)C=2C=1N(C=C(N2)C=2C=NN(C2)C)N=CC1